Pentaerythritol tetrakis(3,5-di-tert-butyl-4-hydroxy-hydrocinnamate) C(C)(C)(C)C=1C=C(CCC(=O)OCC(COC(CCC2=CC(=C(C(=C2)C(C)(C)C)O)C(C)(C)C)=O)(COC(CCC2=CC(=C(C(=C2)C(C)(C)C)O)C(C)(C)C)=O)COC(CCC2=CC(=C(C(=C2)C(C)(C)C)O)C(C)(C)C)=O)C=C(C1O)C(C)(C)C